7-(imidazo[1,2-a]pyridin-3-ylethynyl)-6-methyl-3-(3-methyl-5-(morpholinomethyl)phenoxy)isoxazolo[4,5-b]pyridine N=1C=C(N2C1C=CC=C2)C#CC2=C1C(=NC=C2C)C(=NO1)OC1=CC(=CC(=C1)CN1CCOCC1)C